2-(tert-Butyl)-N-(((3S,4R)-3-fluoro-1-(6-(1-methyl-1H-pyrazol-4-yl)pyrazolo[1,5-a]pyrazin-4-yl)piperidin-4-yl)methyl)oxazole-4-carboxamide C(C)(C)(C)C=1OC=C(N1)C(=O)NC[C@@H]1[C@@H](CN(CC1)C=1C=2N(C=C(N1)C=1C=NN(C1)C)N=CC2)F